1-[2-fluoro-4-(2-chloro-4-trifluoromethylphenoxy)phenyl]-3-(2,6-difluorobenzoyl)urea FC1=C(C=CC(=C1)OC1=C(C=C(C=C1)C(F)(F)F)Cl)NC(=O)NC(C1=C(C=CC=C1F)F)=O